tetrafuranylborate O1C(=CC=C1)[B-](C=1OC=CC1)(C=1OC=CC1)C=1OC=CC1